styrene HCl Cl.C=CC1=CC=CC=C1